ClC=1C=C(C=CC1F)N(C(=O)C1N(NC(C1)=O)C1=NC(=CC(=C1)C(F)(F)F)C)C(C)C N-(3-chloro-4-fluorophenyl)-N-isopropyl-2-(6-methyl-4-(trifluoromethyl)pyridin-2-yl)-5-oxopyrazolidine-3-carboxamide